5-((4-hydroxypiperidin-4-yl)methyl)-1-(3-nitrophenyl)-1H-pyrazolo[3,4-d]pyrimidin-4(5H)-one OC1(CCNCC1)CN1C=NC2=C(C1=O)C=NN2C2=CC(=CC=C2)[N+](=O)[O-]